2-{[1-(cyclopropylmethyl)-1H-pyrazol-4-yl]amino}-4-[(1-oxo-1,2,3,4-tetrahydroisoquinolin-5-yl)amino]pyrimidine-5-carboxamide C1(CC1)CN1N=CC(=C1)NC1=NC=C(C(=N1)NC1=C2CCNC(C2=CC=C1)=O)C(=O)N